4-(1-pentylheptyl)phenylsulfonylamide C(CCCC)C(CCCCCC)C1=CC=C(C=C1)S(=O)(=O)[NH-]